C1(CCC1)C(=O)NC(C(=O)O)CCN(CCCCC1=NC=2NCCCC2C=C1)CC(CF)OC 2-(cyclobutanecarbonylamino)-4-[[3-fluoro-2-methoxy-propyl]-[4-(5,6,7,8-tetrahydro-1,8-naphthyridin-2-yl)butyl]amino]butanoic acid